FC=1C(=CC=2C3=C(NC(C2C1)=O)COCC3N(C(=O)NC3=CC=C(C=C3)F)C)F 1-(8,9-Difluoro-6-oxo-1,4,5,6-tetrahydro-2H-pyrano[3,4-c]isoquinolin-1-yl)-3-(4-fluorophenyl)-1-methylurea